FC(C(=O)O)(F)F.ClC1=NC=C(C(=C1)C1=C(C=NC(=C1)C)C(=O)NC=1SC2=C(C=NC(=C2)C2=C(C=NN2CCN(C)C)C)N1)OC 2'-chloro-N-(6-(1-(2-(dimethylamino)ethyl)-4-methyl-1H-pyrazol-5-yl)thiazolo[4,5-c]pyridin-2-yl)-5'-methoxy-6-methyl-[4,4'-bipyridine]-3-carboxamide trifluoroacetate